(S)-1-(3-(2-(3,3-difluoroazetidin-1-yl)pyridin-4-yl)-1,2,4-oxadiazol-5-yl)ethan-1-amine FC1(CN(C1)C1=NC=CC(=C1)C1=NOC(=N1)[C@H](C)N)F